C1(=C(C(=C(C=2C3=C(C(=C(C(=C3N(C12)C1=NC(=NC(=N1)C1=C(C(=C(C(=C1[2H])[2H])[2H])[Si](C1=C(C(=C(C(=C1[2H])[2H])[2H])[2H])[2H])(C1=C(C(=C(C(=C1[2H])[2H])[2H])[2H])[2H])C1=C(C(=C(C(=C1[2H])[2H])[2H])[2H])[2H])[2H])C1=C(C=CC=C1N1C2=C(C(=C(C(=C2C=2C(=C(C(=C(C12)[2H])[2H])[2H])[2H])[2H])[2H])[2H])[2H])N1C2=C(C(=C(C(=C2C=2C(=C(C(=C(C12)[2H])[2H])[2H])[2H])[2H])[2H])[2H])[2H])[2H])[2H])[2H])[2H])[2H])[2H])[2H])[2H] 9,9'-(2-(4-(9H-carbazol-9-yl-d8)-6-(3-(tris(phenyl-d5)silyl)phenyl-2,4,5,6-d4)-1,3,5-triazin-2-yl)-1,3-phenylene)bis(9H-carbazole-1,2,3,4,5,6,7,8-d8)